2-[3-[2-Chloro-4-[[5-cyclopropyl-3-(2,6-dichlorophenyl)-4-isoxazolyl]methoxy]phenyl]-3-hydroxy-1-azetidinyl]-4-pyridine-carboxylic acid ClC1=C(C=CC(=C1)OCC=1C(=NOC1C1CC1)C1=C(C=CC=C1Cl)Cl)C1(CN(C1)C1=NC=CC(=C1)C(=O)O)O